methyl-heptene carbonate C(O)(O)=O.CC=CCCCCC